Cl.[NH2+]1C[C@H](CC1)O (3S)-pyrrolidin-1-ium-3-ol hydrochloride